FC(C1(CC1)C(=O)NCC=1NC2=CC(=C(C=C2C1)F)OCC=1N=CSC1)F 1-(difluoromethyl)-N-((5-fluoro-6-(thiazol-4-ylmethoxy)-1H-indol-2-yl)methyl)cyclopropane-1-carboxamide